(3S,5R)-5-(trifluoromethyl)-3-piperidinol FC([C@@H]1C[C@@H](CNC1)O)(F)F